2-(2-((2,2,2-trifluoroethyl)amino)ethoxy)pyridin FC(CNCCOC1=NC=CC=C1)(F)F